FC=1C=C2C=CC(=NC2=NC1C1=C(C=C(C=C1C)C)OC)C1CN(CCC1)C(=O)OC(C)(C)C tert-butyl 3-[6-fluoro-7-(2-methoxy-4,6-dimethyl-phenyl)-1,8-naphthyridin-2-yl]piperidine-1-carboxylate